8-(4-Cyclopropylpiperazin-1-yl)-9-ethyl-3-ethynyl-6,6-dimethyl-5,6-dihydro-11H-benzo[b]carbazole-11-one C1(CC1)N1CCN(CC1)C=1C(=CC2=C(C(C=3NC4=CC(=CC=C4C3C2=O)C#C)(C)C)C1)CC